(S)-1-(2-(2-(3-bromo-2-methylphenyl)-4,6-dihydro-5H-pyrrolo[3,4-d]oxazol-5-yl)-2-oxoethyl)piperidine-2-carboxylic acid BrC=1C(=C(C=CC1)C=1OC2=C(N1)CN(C2)C(CN2[C@@H](CCCC2)C(=O)O)=O)C